tert-butyl 9-(((1R,4R)-4-(3-(difluoromethyl)-4-(5-morpholinopyrazolo[1,5-a]pyrimidine-3-carboxamido)-1H-pyrazol-1-yl) cyclohexyl) methyl)-3,9-diazaspiro[5.5]undecane-3-carboxylate FC(C1=NN(C=C1NC(=O)C=1C=NN2C1N=C(C=C2)N2CCOCC2)C2CCC(CC2)CN2CCC1(CCN(CC1)C(=O)OC(C)(C)C)CC2)F